7-(3-fluoro-4-((2-methoxyethyl)carbamoyl)benzyl)-N-((3R,4S)-3-hydroxytetrahydro-2H-pyran-4-yl)furo[3,2-b]pyridine-5-carboxamide FC=1C=C(CC2=C3C(=NC(=C2)C(=O)N[C@@H]2[C@H](COCC2)O)C=CO3)C=CC1C(NCCOC)=O